CN1N=C2C(=CC(=CC2=C1)C=1SC=2N=CN(C(C2N1)=O)C1CCN(CC1)C)C 2-(2,7-dimethyl-2H-indazol-5-yl)-6-(1-methylpiperidin-4-yl)thiazolo[5,4-d]pyrimidin-7(6H)-one